(1R*,5S*)-(2RS)-N-(benzofuran-6-ylmethyl)-N-(4,4-dimethylcyclohexyl)-3-tosyl-3-azabicyclo[3.1.0]hexane-2-carboxamide O1C=CC2=C1C=C(C=C2)CN(C(=O)[C@H]2[C@@H]1C[C@@H]1CN2S(=O)(=O)C2=CC=C(C)C=C2)C2CCC(CC2)(C)C |&1:13,o1:14,16|